FC1=C(C(=C(C(=C1[B-](C1=C(C(=C(C(=C1F)F)F)F)F)(C1=C(C(=C(C(=C1F)F)F)F)F)C1=C(C(=C(C(=C1F)F)F)F)F)F)F)F)F.C[NH+](C1=CC=C(C=C1)CCCCCCCCCCCCCCCCCC)CCCCCCCCCCCCCCCCCC N-methyl-N-octadecyl-4-(octadecyl)anilinium tetrakis(pentafluorophenyl)borate